FC(C(F)(F)F)(O)C(C(C(C(F)(F)F)(F)F)(F)F)(F)F perfluoro-n-butyl-ethanol